C(C)C=1N=C(C2=C(N1)C1=C(O2)C=CC=C1)N1[C@@H](CC1)C(=O)O (S)-1-(2-ethylbenzofuro[3,2-d]pyrimidin-4-yl)azetidine-2-carboxylic acid